S1C=2N(C=C1)N=CC2C(=O)N2CC1(C2)CC(C1)NC(=O)NC1=CC(=CC=C1)C(F)(F)F 1-(2-(pyrazolo[5,1-b]thiazole-7-carbonyl)-2-azaspiro[3.3]heptan-6-yl)-3-(3-(trifluoromethyl)phenyl)urea